BrC1=CC=C(C2=C1CCO2)NC(OC(C)(C)C)=O tert-butyl (4-bromo-2,3-dihydrobenzofuran-7-yl)carbamate